1,1,1,3,3,3-Hexafluoropropan-2-yl (R)-1-((6-acetamidopyridin-3-yl)carbamoyl)-6-azaspiro[2.5]octan-6-carboxylat C(C)(=O)NC1=CC=C(C=N1)NC(=O)[C@@H]1CC12CCN(CC2)C(=O)OC(C(F)(F)F)C(F)(F)F